tertiary butyl-cyclohexyl-caproic acid C(C)(C)(C)C(C(=O)O)(CCCC)C1CCCCC1